NC=1C2=C(N=CN1)C(=CC=N2)C(=O)OC methyl 4-aminopyrido[3,2-d]pyrimidine-8-carboxylate